COC(=O)C1=NC(=NC(=C1N)C1=C2C=NN(C2=CC=C1C)C1OCCCC1)C1=CC(=NC=C1NC1=NC=CC=N1)Cl 5-amino-2-[2-chloro-5-(pyrimidin-2-ylamino)-4-pyridinyl]-6-(5-methyl-1-tetrahydropyran-2-yl-indazol-4-yl)pyrimidine-4-carboxylic acid methyl ester